OC1=C(C=O)C(=CC(=C1)C1=CC=CC2=CC=CC=C12)C1=CC=CC2=CC=CC=C12 2-hydroxy-4,6-di(1-naphthyl)benzaldehyde